(E)-4-(but-2-en-1-oxy)indoline-1-carboxylic acid tert-butyl ester C(C)(C)(C)OC(=O)N1CCC2=C(C=CC=C12)OC\C=C\C